C1(CC1)C1=CC(=CC(=N1)N1C=NC2=C(C1=O)NC(=C2)CN2C[C@H](OCC2)C)C2=C(C=C(C=C2)F)C(=O)N2CC(C2)F 3-[6-cyclopropyl-4-[4-fluoro-2-(3-fluoroazetidine-1-carbonyl)phenyl]pyridin-2-yl]-6-[[(2R)-2-methylmorpholin-4-yl]methyl]-5H-pyrrolo[3,2-d]pyrimidin-4-one